CC1=CC=C(C(=N1)N)[N+](=O)[O-] 6-methyl-3-nitro-pyridin-2-amine